CC(C1=CC=CC=C1)=CC1=CC=CC=C1 α-methylstilbene